(2S)-2-amino-3-hydroxy-N-isopropyl-propionamide hydrochloride Cl.N[C@H](C(=O)NC(C)C)CO